N-(tert-butoxycarbonyl)-N-(4-(methylsulfonyl)phenyl)glycine C(C)(C)(C)OC(=O)N(CC(=O)O)C1=CC=C(C=C1)S(=O)(=O)C